C(C)(C)C1=CC(=NO1)C(=O)NC1=CC(=CC=C1)[C@H](C)NC1=CN=C2C(=N1)N(N=C2)C (S)-5-isopropyl-N-(3-(1-((1-methyl-1H-pyrazolo[3,4-b]pyrazin-6-yl)amino)ethyl)phenyl)isoxazole-3-carboxamide